1-(3-Chlorobenzyl)-3,4-dimethyl-3-((benzylseleno)methyl)-5-(p-tolyl)-1H-pyrrol-2(3H)-one ClC=1C=C(CN2C(C(C(=C2C2=CC=C(C=C2)C)C)(C[Se]CC2=CC=CC=C2)C)=O)C=CC1